2-[[6-[1-[2-[tert-butyl(dimethyl)silyl]oxyethyl]pyrazol-4-yl]oxypyridazin-3-yl]amino]-6-(2,6-dichlorophenyl)-8-methyl-pyrido[2,3-d]pyrimidin-7-one [Si](C)(C)(C(C)(C)C)OCCN1N=CC(=C1)OC1=CC=C(N=N1)NC=1N=CC2=C(N1)N(C(C(=C2)C2=C(C=CC=C2Cl)Cl)=O)C